OC[C@H]1[C@@H]([C@H]1C(=O)OCC1=CC=CC=C1)C(=O)OC(C)(C)C 1-benzyl 2-(tert-butyl) (1S,2S,3R)-3-(hydroxymethyl)cyclopropane-1,2-dicarboxylate